ClC1=CC=C(C(=N1)C=O)N1CC(OCC1)COC 6-chloro-3-(2-(methoxymethyl)(N-morpholinyl))pyridinecarbaldehyde